1-(3,4-difluoro-2-methoxyphenyl)-4,4,4-trifluoro-3-hydroxy-3-methylbutan-1-one FC=1C(=C(C=CC1F)C(CC(C(F)(F)F)(C)O)=O)OC